FC1=C(C(=C(C(=C1S(=O)(=O)[O-])F)F)F)F.C[NH2+]C dimethyl-ammonium pentafluorobenzenesulfonate